C1=CC=CC=2C3=CC=CC=C3N(C12)C1=CC=C(C=C1)C=1C(=C(C(=C(C1C1=CC=C(C=C1)N1C2=CC=C(C=C2C=2C=C(C=CC12)C)C)C1=CC=C(C=C1)N1C2=CC=CC=C2C=2C=CC=CC12)C1=CC=C(C=C1)N1C2=CC=CC=C2C=2C=CC=CC12)C#N)C=1SC2=C(N1)C=CC=C2 5'-(4-(9H-carbazol-9-yl)phenyl)-4'-(benzo[d]thiazol-2-yl)-4,4''-di(9H-carbazol-9-yl)-6'-(4-(3,6-dimethyl-9H-carbazol-9-yl)phenyl)-[1,1':2',1''-terphenyl]-3'-carbonitrile